(S,E)-7-(Dimethylamino)-1-((1-((5-fluoro-1H-indol-2-yl)methyl)-2-oxo-1,2-dihydropyridin-3-yl)amino)-1,7-dioxohept-5-en-2-ylbis(2-methoxyethyl)carbamat CN(C(/C=C/CC[C@H](C(=O)NC=1C(N(C=CC1)CC=1NC2=CC=C(C=C2C1)F)=O)C(CN(C([O-])=O)CCOC)OC)=O)C